phenoxy-chromenone O(C1=CC=CC=C1)C=1C(OC2=CC=CC=C2C1)=O